BrCC(=O)C1=C(C=C(C=N1)C(C#N)(C)C)S(=O)(=O)CC 2-[6-(2-bromoacetyl)-5-ethylsulfonyl-3-pyridinyl]-2-methyl-propionitrile